ClC1=C(C=CC=C1NC(=O)C1=NN2C(C(CCC2)N2CCCC2)=C1)C1=C(C(=CC=C1)NC(C1=CC(=C(C(=C1)OC)CNCCO)F)=O)Cl (3R)-1-(2-((2,2'-dichloro-3'-(3-fluoro-4-(((2-hydroxyethyl)amino)methyl)-5-methoxybenzamido)-[1,1'-biphenyl]-3-yl)carbamoyl)-4,5,6,7-tetrahydropyrazolo[1,5-a]pyridin-4-yl)pyrrolidine